1-(4-Chloro-phenyl)-1H-indole-6-carboxylic acid Methyl Ester COC(=O)C1=CC=C2C=CN(C2=C1)C1=CC=C(C=C1)Cl